6-bromo-7-(((3R,5R)-5-(4-(2-chloroethoxy)phenyl)-1-methylpiperidin-3-yl)amino)-5H-thiazolo[3,2-a]pyrimidin-5-one BrC1=C(N=C2N(C1=O)C=CS2)N[C@H]2CN(C[C@H](C2)C2=CC=C(C=C2)OCCCl)C